4-(5-(2,2,3,3-Tetrafluorocyclopropyl)pyrimidin-2-yl)piperazine-1-carboxylate FC1(C(C1(F)F)C=1C=NC(=NC1)N1CCN(CC1)C(=O)[O-])F